NC1=NC=C(C2=C1C=NN2)NC(=O)C(=O)N([C@@H](C)C2=C(C=C(C=C2)C(F)(F)F)F)C N-(4-amino-1H-pyrazolo[4,3-c]pyridin-7-yl)-N'-methyl-N'-[(1S)-1-[2-fluoro-4-(trifluoromethyl)phenyl]ethyl]oxamide